phenyltrimethoxy(triethoxy)silane C1(=CC=CC=C1)[Si](OCC(OC)(OC)OC)(OCC)OCC